N-[(2S)-1-amino-3-(3-fluorophenyl)propan-2-yl]-5-chloro-4-(4-chloro-1-methyl-1H-pyrazol-5-yl)thiophene-2-carboxamide hydrochloride Cl.NC[C@H](CC1=CC(=CC=C1)F)NC(=O)C=1SC(=C(C1)C1=C(C=NN1C)Cl)Cl